Bis(2-phenylpyridine) (acetylacetate) iridium (III) [Ir+3].C(C)(=O)CC(=O)[O-].C1(=CC=CC=C1)C1=NC=CC=C1.C1(=CC=CC=C1)C1=NC=CC=C1.C(C)(=O)CC(=O)[O-].C(C)(=O)CC(=O)[O-]